3-(4-(5-((5-(8-(7-Acetyl-3-ethyl-5,6,7,8-tetrahydroimidazo[1,5-a]pyrazin-1-yl)isoquinolin-3-yl)pyridin-2-yl)oxy)pent-1-yn-1-yl)-1-oxoisoindolin-2-yl)piperidine-2,6-dione C(C)(=O)N1CC=2N(CC1)C(=NC2C=2C=CC=C1C=C(N=CC21)C=2C=CC(=NC2)OCCCC#CC2=C1CN(C(C1=CC=C2)=O)C2C(NC(CC2)=O)=O)CC